C(C)(C)(C)OC(NC[C@H]1C[C@H]([C@@H]2OC(O[C@@H]21)(C)C)N2C=C(C1=C2N=C(N=C1N)Cl)Br)=O tert-butyl-N-{[(3aR,4R,6R,6aS)-6-{4-amino-5-bromo-2-chloropyrrolo[2,3-d]pyrimidin-7-yl}-2,2-dimethyl-tetrahydro-3aH-cyclopenta[d][1,3]dioxol-4-yl]methyl}carbamate